2-((1R,5S,6R)-2-(7,7-difluoro-2-((S)-2-methylazetidin-1-yl)-6,7-dihydro-5H-cyclopenta[d]pyrimidin-4-yl)-3-azabicyclo[3.1.0]hex-6-yl)-1-(piperazin-1-yl)ethan-1-one FC1(CCC2=C1N=C(N=C2C2[C@@H]1[C@@H]([C@@H]1CN2)CC(=O)N2CCNCC2)N2[C@H](CC2)C)F